(S)-6-(((1-(1-(tert-butyl)piperidin-4-yl)-1H-1,2,3-triazol-4-yl)(thiazol-4-yl)methyl)amino)-8-chloro-4-((3-chloro-4-fluorophenyl)amino)quinoline-3-carbonitrile C(C)(C)(C)N1CCC(CC1)N1N=NC(=C1)[C@H](C=1N=CSC1)NC=1C=C2C(=C(C=NC2=C(C1)Cl)C#N)NC1=CC(=C(C=C1)F)Cl